FC1(CN(CC1)C1=NC=CC(=C1C1=NC2=C(C=NC=C2)N1COCC[Si](C)(C)C)C1=C(C=CC=C1)F)F 2-[[2-[2-(3,3-difluoropyrrolidin-1-yl)-4-(2-fluorophenyl)-3-pyridyl]imidazo[4,5-c]pyridin-3-yl]methoxy]ethyl-trimethyl-silane